P(=O)([O-])([O-])[O-].C(CCCCCCCCCCC)[NH3+].C(CCCCCCCCCCC)[NH3+].C(CCCCCCCCCCC)[NH3+] dodecyl-ammonium phosphate